C1=CC=CC=2C3=CC=CC=C3C(C12)COC(=O)N(CC(=O)O)CC(C)C 2-[9H-fluoren-9-ylmethoxycarbonyl(2-methylpropyl)amino]acetic acid